NC=1N=C2N(C=C(C=C2)C2=C(C=CC=C2)Cl)C1C(=O)[C@H]1[C@H](C1)F (2-amino-6-(2-chlorophenyl)imidazo[1,2-a]pyridin-3-yl)((1s,2s)-2-fluorocyclopropyl)methanone